COC1=CC(=C(C=C1)C=1N(C(=CC1C(=O)O)C1=C2C(=NC=C1)NC=C2)COCC[Si](C)(C)C)C(F)(F)F 2-[4-methoxy-2-(trifluoromethyl)phenyl]-5-(1H-pyrrolo[2,3-b]pyridin-4-yl)-1-{[2-(trimethylsilyl)ethoxy]methyl}-1H-pyrrole-3-carboxylic acid